NC1=C(C=C(N=N1)C1=C(C=CC=C1)O)CCC1=CC=C(C=C1)CN1CCNCC1 2-(6-amino-5-(4-(piperazin-1-ylmethyl)phenethyl)pyridazin-3-yl)phenol